dinitramide ammonium perchlorate Cl(=O)(=O)(=O)[O-].[NH4+].N[N+](=O)[O-].N[N+](=O)[O-]